FC=1C(=CC2=C(C(C3=C(CC2)C=C(C(=C3)OC)OC)=O)C1)N1CCN(CC1)C1=CC=CC=C1 3-Fluoro-7,8-dimethoxy-2-(4-phenylpiperazin-1-yl)-10,11-dihydro-5H-dibenzo[a,d][7]annulen-5-one